(3-Benzyl-1-phenyl-3-azabicyclo[3.1.0]hexane-6-yl)methanol (S)-Methyl-2-(1-(2,4-dichlorobenzyl)-1H-indazol-3-carboxamido)-3-methylbutanoat C[C@@](C(=O)OCC1C2CN(CC12C1=CC=CC=C1)CC1=CC=CC=C1)(C(C)C)NC(=O)C1=NN(C2=CC=CC=C12)CC1=C(C=C(C=C1)Cl)Cl